CN1N=NC(=C1NC(OC(C)C=1C=NC=CC1C)=O)C1=NC(=C(C=C1)NS(=O)(=O)C)C 1-(4-methyl-pyridin-3-yl)ethyl (1-methyl-4-(6-methyl-5-(methyl-sulfonamido)pyridin-2-yl)-1H-1,2,3-triazol-5-yl)carbamate